2-fluoro-pyridine-5-boronic acid FC1=NC=C(C=C1)B(O)O